FC=1C(=CC2=CN(N=C2C1)C1CCC(CC1)CO)N1C(C=NC=C1)C(=O)N 1-N-[6-fluoro-2-[4-(hydroxymethyl)cyclohexyl]indazol-5-yl]pyrazine-2-carboxamide